1-((tert-butyldimethylsilyloxy)ethyl)aniline tert-Butyl-4-chloro-3-nitrobenzoate C(C)(C)(C)OC(C1=CC(=C(C=C1)Cl)[N+](=O)[O-])=O.[Si](C)(C)(C(C)(C)C)OCCC1(N)CC=CC=C1